(6-chloropyridin-3-yl)methylpiperazine ClC1=CC=C(C=N1)CN1CCNCC1